8-((3S,4S)-3-ethoxy-4-((2-methylbenzo[d]oxazol-5-yl)oxy)piperidin-1-yl)-5-methyl-6-oxo-5,6-dihydro-1,5-naphthyridine-2-carbonitrile C(C)O[C@H]1CN(CC[C@@H]1OC=1C=CC2=C(N=C(O2)C)C1)C1=CC(N(C=2C=CC(=NC12)C#N)C)=O